4-((((R)-tert-butylsulfinyl)amino)(cyclopropyl)methyl)pyridin C(C)(C)(C)[S@@](=O)NC(C1=CC=NC=C1)C1CC1